CC1=C(OC(C(=O)O)(C)C)C(=CC(=C1)C=CC(=O)C1=CC=C(C=C1)SC)C 2-(2,6-dimethyl-4-{3-[4-(methylsulfanyl)phenyl]-3-oxopropene-1-yl}phenoxy)-2-methylpropionic acid